C(/C1=CC=CC=C1)=C/1\C(C2=CC=CC(=C2CC1)Br)=O (e)-2-benzylidene-5-bromo-1-tetralone